tert-butyl N-[(3R)-1-[7-((8-fluoro-2-methylimidazo[1,2-a]pyridin-6-yl)carbamoyl)-2-methylindazol-4-yl]pyrrolidin-3-yl]carbamate FC=1C=2N(C=C(C1)NC(=O)C1=CC=C(C3=CN(N=C13)C)N1C[C@@H](CC1)NC(OC(C)(C)C)=O)C=C(N2)C